4-chloro-N-((5-cyclopropyl-1H-indazol-4-yl)methyl)-3-fluorobenzamide ClC1=C(C=C(C(=O)NCC2=C3C=NNC3=CC=C2C2CC2)C=C1)F